C(C)C=C[SiH]1O[SiH2]O[SiH2]O[SiH2]O1 (ethylvinyl)cyclotetrasiloxane